8-((R)-3-(fluoromethyl)morpholinyl)-2-methylpyrido[4,3-d]pyrimidin-7(6H)-one FC[C@@H]1N(CCOC1)C=1C(NC=C2C1N=C(N=C2)C)=O